N[C@@H](CCC(=O)N)C(NC)=O (4S)-4-amino-4-(methylcarbamoyl)butanamide